CN(C1=C(C(N(N=C1)CC1=CC=C(C=C1)OC)=O)C(C(F)(F)F)=O)C 5-(dimethylamino)-2-(4-methoxybenzyl)-4-(2,2,2-trifluoroacetyl)pyridazin-3(2H)-one